CNC1COCC2=CC(=CC=C12)OC(F)(F)F N-methyl-7-(trifluoro-methoxy)isochroman-4-amine